N2-((1R,4R)-4-fluorocyclohexyl)-4-(morpholinomethyl)-N6-(5-(5-phenyl-1,3,4-oxadiazol-2-yl)thiazol-2-yl)pyridin-2,6-diamine FC1CCC(CC1)NC1=NC(=CC(=C1)CN1CCOCC1)NC=1SC(=CN1)C=1OC(=NN1)C1=CC=CC=C1